ClC=1C=C(C=CC1)C(CNC(=O)NCC=1SC=CC1)(C)OC 1-[2-(3-chlorophenyl)-2-methoxy-propyl]-3-(2-thienylmethyl)urea